BrC1=CC=C(C=C1)NCC(O)C1=CNC(O1)=O 5-[2-(4-bromophenylamino)-1-hydroxyethyl]-1,3-oxazol-2(3H)-one